FC([C@@H](C)C1=NOC=2C=3C=NN(C3C[C@H](C21)C)C2CCC(CC2)(C)OCOC)(F)F (S)-1,1,1-trifluoro-2-((R)-6-((1r,4R)-4-(methoxymethoxy)-4-methylcyclohexyl)-4-methyl-5,6-dihydro-4H-isoxazolo[5,4-e]indazol-3-yl)propane